ethyldiphenyl-(4-vinylphenyl)phosphorus bromide C(C)P(C1=CC=C(C=C1)C=C)(C1=CC=CC=C1)(C1=CC=CC=C1)Br